CC1=NC=C(C(=C1C(=C)C)N)C(=C)C 2-methyl-3,5-bis(prop-1-en-2-yl)pyridin-4-amine